tert-butyl 6-[(1-{4-[6-(benzyloxy)-4-oxoquinazolin-3-yl]phenyl}piperidin-4-yl)oxy]-2-azaspiro[3.3]heptane-2-carboxylate C(C1=CC=CC=C1)OC=1C=C2C(N(C=NC2=CC1)C1=CC=C(C=C1)N1CCC(CC1)OC1CC2(CN(C2)C(=O)OC(C)(C)C)C1)=O